FC(C1=CC2=C(NC1=O)CC(OC2)CI)F 3-(difluoromethyl)-7-(iodomethyl)-1,5,7,8-tetrahydro-2H-pyrano[4,3-b]pyridin-2-one